2-chloro-2'-isopropyl-3'-(3-morpholinopropoxy)-[1,1'-biphenyl] ClC1=C(C=CC=C1)C1=C(C(=CC=C1)OCCCN1CCOCC1)C(C)C